3-(4-bromo-1H-pyrazol-1-yl)-3-cyclopentylpropanoic acid ethyl ester C(C)OC(CC(C1CCCC1)N1N=CC(=C1)Br)=O